O[C@@]1(CC[C@@]2([C@H]3CC[C@]4([C@H]([C@@H]3CC[C@@H]2C1)C[C@H]4C(C)=O)C)C)C 1-((1R,2aS,2bR,4aR,6R,8aS,8bS,10aS)-6-hydroxy-6,8a,10a-trimethylhexadecahydrocyclobuta[a]phenanthren-1-yl)ethan-1-one